((S)-8-chloro-6-fluoro-1,2,3,4-tetrahydronaphthalen-2-yl)amino-N-(1-(2-methyl-1-(neopentylamino)propan-2-yl)-1H-imidazol-4-yl)pentanamide dihydrobromide Br.Br.ClC=1C=C(C=C2CC[C@@H](CC12)NC(C(=O)NC=1N=CN(C1)C(CNCC(C)(C)C)(C)C)CCC)F